[O-]C(=O)C(O)C(O)C(=O)O (2S,3S)-(-)-bitartrate